(5-((4-chlorophenoxy)methyl)-1,3,4-thiadiazol-2-yl)-4-(3-methoxyphenyl)-6-methylnicotinamide ClC1=CC=C(OCC2=NN=C(S2)C2=C(C(=O)N)C(=CC(=N2)C)C2=CC(=CC=C2)OC)C=C1